di-t-butyl-hydroxyhydrocinnamate C(C)(C)(C)C(C(C(=O)[O-])(O)C(C)(C)C)C1=CC=CC=C1